3-((4-(4-(tert-butoxycarbonyl)piperazin-1-yl)phenyl)amino)pyrazine-2-carboxylic acid methyl ester COC(=O)C1=NC=CN=C1NC1=CC=C(C=C1)N1CCN(CC1)C(=O)OC(C)(C)C